(2S)-2-{[(1R)-1-(2,3-dihydro-1H-inden-5-yl)ethyl]amino}-5,5-dimethylhexanoic acid C1CCC2=CC(=CC=C12)[C@@H](C)N[C@H](C(=O)O)CCC(C)(C)C